F[C@H]1CC2CC(CN2C1)=C (2S)-2-fluoro-6-methylenetetrahydro-1H-pyrrolizin